CCCCCCCCCCCCCCCCC(CC1=CC=CC=C1)C(=O)OOC(=O)C(=O)CCCCCCCCCCCCCCCC benzyl epoxystearate